3-(4-(((6-fluorobenzo[d]thiazol-2-yl)(4-methoxyphenethyl)amino)-methyl)phenyl)propiolic acid FC1=CC2=C(N=C(S2)N(CCC2=CC=C(C=C2)OC)CC2=CC=C(C=C2)C#CC(=O)O)C=C1